OC=1C=C(C=CC1O)CCC(=O)O β-(3,4-dihydroxyphenyl)propanoic acid